di-sec-butyl-N,N'-dinitroso-p-phenylenediamine C(C)(CC)N(C1=CC=C(C=C1)N(N=O)C(C)CC)N=O